3,3,8,8-tetramethyl-4,5,6,7-tetrahydro-2H-naphthalen-1-one CC1(CC(C=2C(CCCC2C1)(C)C)=O)C